5-amino-N-(4-((4-amino-2-butyl-1H-imidazo[4,5-c]quinolin-1-yl)methyl)phenyl)pentanamide NCCCCC(=O)NC1=CC=C(C=C1)CN1C(=NC=2C(=NC=3C=CC=CC3C21)N)CCCC